5-{[2-(4-chlorophenyl)imidazo[1,2-a]pyrimidin-3-yl]methyl}-2,5-diazabicyclo[2.2.2]octane-2-carboxylic acid tert-butyl ester C(C)(C)(C)OC(=O)N1C2CN(C(C1)CC2)CC2=C(N=C1N2C=CC=N1)C1=CC=C(C=C1)Cl